C(C1=CC=CC=C1)OC1CC2(C1)CCN(CC2)C(=O)OC(C)(C)C tert-butyl 2-(benzyloxy)-7-azaspiro[3.5]nonane-7-carboxylate